C(C)(=O)OC1=CC=C(CONC(\C=C\C2=C(C=CC=C2)OCCCOC=2C(=NC(=NC2CC)N)N)=O)C=C1 (E)-N-(4-Acetoxybenzyloxy)-3-{2-[3-(2,4-diamino-6-ethylpyrimidin-5-yloxy)propoxy]phenyl}acrylamide